COC(=O)C1=CC=C(C=C1)[C@@H]1CN(CCC1=O)C(=O)OC(C)(C)C |r| rac-tert-Butyl 3-(4-(methoxycarbonyl)phenyl)-4-oxopiperidine-1-carboxylate